CC1N(C1)CC(C)O 1-(2-methyl-aziridine-1-yl)-propan-2-ol